[Na+].C(N)([S-])=S.C(C(C)C)NCC(C)C diisobutylamine dithiocarbamate sodium salt